1-[6-(8-cyclopentyl-6-hydroxymethyl-7-oxo-7,8-dihydro-pyrido[2,3-d]Pyrimidin-2-ylamino)-pyridin-3-yl]-pyrrolidine-2-carboxylic acid C1(CCCC1)N1C(C(=CC2=C1N=C(N=C2)NC2=CC=C(C=N2)N2C(CCC2)C(=O)O)CO)=O